C(C)(C)(C)OC(NC1(CC1)C1=CC(=NC2=CC=CC=C12)C1=CC(=NN1C1OCCCC1)C(N(C)C)=O)=O tert-butyl(1-(2-(3-(dimethylcarbamoyl)-1-(tetrahydro-2H-pyran-2-yl)-1H-pyrazol-5-yl)quinolin-4-yl)cyclopropyl)carbamate